ClC=1C(=NC=C(C1)C(F)(F)F)N1CCNCC1 1-[3-chloro-5-(trifluoromethyl)-2-pyridyl]piperazine